CC(C(=O)O)CC(=O)O 2-methyl-1,4-butanedioic acid